(S)-2-bromo-N-(1-mesitylethyl)acetamide BrCC(=O)N[C@@H](C)C1=C(C=C(C=C1C)C)C